C(C(C)C)(=O)OCC1=NN(C=C1)C1=NC(=CC(=C1)CNC(C(C)C)=O)NC1CCC(CC1)(F)F (1-(6-((4,4-difluorocyclohexyl)amino)-4-(isobutyramidomethyl)pyridin-2-yl)-1H-pyrazol-3-yl)methyl isobutyrate